1-methoxycarbonylethyl methanedisulfonate C(S(=O)(=O)OC(C)C(=O)OC)S(=O)(=O)[O-]